4-(4-(cyclohexylthio)-3-sulfamoylbenzamido)butanoic acid C1(CCCCC1)SC1=C(C=C(C(=O)NCCCC(=O)O)C=C1)S(N)(=O)=O